FC=1C(=NC=C(C1)F)C1=NOC(=N1)C(=O)[O-] 3-(3,5-difluoro-2-pyridyl)-1,2,4-oxadiazole-5-carboxylate